4-[4-(4-methylpiperazin-1-yl)phenyl]phenyl-N-methyl-L-phenylalanine CN1CCN(CC1)C1=CC=C(C=C1)C1=CC=C(C=C1)N([C@@H](CC1=CC=CC=C1)C(=O)O)C